N-[2-fluoro-4-methyl-5-(4,4,5,5-tetramethyl-1,3,2-dioxaborolan-2-yl)phenyl]-3-(2,2,2-trifluoroethyl)-2,5-dihydropyrrole-1-carboxamide FC1=C(C=C(C(=C1)C)B1OC(C(O1)(C)C)(C)C)NC(=O)N1CC(=CC1)CC(F)(F)F